C1(CC1)C=1C(=NSC1C(=O)OCC)C1=CC=CC2=C1N(N=N2)C ethyl 4-cyclopropyl-3-(1-methyl-1H-benzo[d][1,2,3]triazol-7-yl)isothiazole-5-carboxylate